(R)-3-(3-cyclopropyl-4-(1-(3-(4-(((R)-1-(3-(difluoromethyl)-2-fluorophenyl)-ethyl)amino)-2-methylpyrido[3,4-d]pyrimidin-6-yl)benzyl)piperidin-4-yl)phenyl)-3-methyl-piperidine-2,6-dione C1(CC1)C=1C=C(C=CC1C1CCN(CC1)CC1=CC(=CC=C1)C1=CC2=C(N=C(N=C2N[C@H](C)C2=C(C(=CC=C2)C(F)F)F)C)C=N1)[C@@]1(C(NC(CC1)=O)=O)C